6-chlorothieno[3,2-C]pyridine ClC1=CC2=C(C=N1)C=CS2